ClC=1C=C2C(=CN1)N(C(=C2)C=2C(=NC=NC2OC)OC)C 5-chloro-2-(4,6-dimethoxypyrimidin-5-yl)-1-methyl-1H-pyrrolo[2,3-c]pyridine